ClC=1C=C(CNC2=C(C=C(C=C2)OC)C#CC(C)C2=CC=C(C=C2)CC(C)C)C=CC1 N-(3-chlorobenzyl)-2-(3-(4-isobutylphenyl)but-1-yn-1-yl)-4-methoxyaniline